C1(=CC=CC2=CC(=CC=C12)S(=O)(=O)[O-])S(=O)(=O)[O-] 1,6-naphthalenedisulfonate